N-[4-chloro-3-[[3-fluoro-5-(2-phenylethynyl)-2-pyridyl]carbamoyl]phenyl]-1,4-dioxane-2-carboxamide ClC1=C(C=C(C=C1)NC(=O)C1OCCOC1)C(NC1=NC=C(C=C1F)C#CC1=CC=CC=C1)=O